CC1(C(C(C1=O)=O)(C)C)C tetramethylcyclobutanedion